ClC1=CC(=NC=N1)NC=1SC(=CN1)N1CCN(CC1)C(=O)OC(C)(C)C tert-butyl 4-(2-((6-chloropyrimidin-4-yl)amino)thiazol-5-yl)piperazine-1-carboxylate